4-ethynyl-2,2'-bipyridine C(#C)C1=CC(=NC=C1)C1=NC=CC=C1